1'-(2-(3-(tert-butoxy)-3-oxopropoxy)ethyl)-[1,4'-bipiperidine]-4-carboxylic acid ethyl ester C(C)OC(=O)C1CCN(CC1)C1CCN(CC1)CCOCCC(=O)OC(C)(C)C